Cl.BrC1=C2C(=CN=C1)NC(=C2)CN (4-bromo-1H-pyrrolo[2,3-c]pyridin-2-yl)methylamine hydrochloride